Cl.NCCCCCNC(=O)C1=C(C=C(C=C1)NC(=O)C=1N(C(=CN1)C=1C(=NN(C1)C1CC1)C(F)(F)F)C)Cl N-(4-((5-aminopentyl)carbamoyl)-3-chlorophenyl)-5-(1-cyclopropyl-3-(trifluoromethyl)-1H-pyrazol-4-yl)-1-methyl-1H-imidazole-2-carboxamide hydrochloride